C1=CC=C2C(=C1)C(=O)C=CO2 The molecule is the simplest member of the class of chromones that is 4H-chromene with an oxo group at position 4. It is a member of chromones and an enone.